NC(C[C@H](C(CCCC1=CC=CC=C1)=O)NC(OCCCCCC)=O)=O hexyl (R)-(1-amino-1,4-dioxo-7-phenylheptan-3-yl)carbamate